1-triethoxysilyl-5-hexylthioacetate C(C)O[Si](CCCCC(C)CC(=S)[O-])(OCC)OCC